3-[5-(aminomethyl)-6-methyl-1-oxo-2,3-dihydro-1H-isoindol-2-yl]Piperidine NCC=1C=C2CN(C(C2=CC1C)=O)C1CNCCC1